3-(4-(ethylsulfonamido)-3-((5-fluoropyridin-2-yl)methoxy)phenyl)-5-(pyrazin-2-ylamino)-1H-pyrazole-4-carboxamide C(C)S(=O)(=O)NC1=C(C=C(C=C1)C1=NNC(=C1C(=O)N)NC1=NC=CN=C1)OCC1=NC=C(C=C1)F